C[C@H]1C[C@H](N2C(CC(CC12)=O)=O)C(=O)OC Methyl (1S,3S)-1-methyl-5,7-dioxooctahydroindolizine-3-carboxylate